2-bromo-N-((1r,4r)-4-(2-methoxyethoxy)cyclohexyl)isonicotinamide BrC=1C=C(C(=O)NC2CCC(CC2)OCCOC)C=CN1